ClC1=C(C=CC=C1)[C@@H](C(=O)NC1CC(C1)(F)F)N(C(=O)[C@H]1N(S(CC1)(=O)=O)C1=NC=CC(=C1)C#N)C1=CC(=CC=C1)F (S)-N-((S)-1-(2-chlorophenyl)-2-((3,3-difluorocyclobutyl)amino)-2-oxoethyl)-2-(4-cyanopyridin-2-yl)-N-(3-fluorophenyl)-isothiazolidine-3-carboxamide 1,1-dioxide